C(C(=C)C)(=O)OCCCCCCCCC normal nonyl methacrylate